nonadecane-14,16-dione CCCCCCCCCCCCCC(CC(CCC)=O)=O